2-hydroxy-6-(2-methylcyclopropyl)nicotinonitrile OC1=C(C#N)C=CC(=N1)C1C(C1)C